2-(Benzoylphenyl)2-methylethylcarboxylat C(C1=CC=CC=C1)(=O)C1=C(C=CC=C1)C(CC(=O)[O-])C